FC=1C(NC=CC1C(F)(F)F)=O 3-fluoro-2-oxo-4-(trifluoromethyl)pyridine